5-(1H-imidazol-4-yl)-N,N-dimethylpentan-1-amine N1C=NC(=C1)CCCCCN(C)C